methyl 5-(3-cyano-4-fluorophenoxy)-6-fluoro-1-tosyl-1H-indole-4-carboxylate C(#N)C=1C=C(OC2=C(C=3C=CN(C3C=C2F)S(=O)(=O)C2=CC=C(C)C=C2)C(=O)OC)C=CC1F